CCCCCCCC/C=C\\C/C=C\\CCCCCCC(=O)SCCNC(=O)CCNC(=O)[C@@H](C(C)(C)COP(=O)([O-])OP(=O)([O-])OC[C@@H]1[C@H]([C@H]([C@@H](O1)N2C=NC3=C(N=CN=C32)N)O)OP(=O)([O-])[O-])O The molecule is an acyl-CoA(4-) arising from deprotonation of the phosphate and diphosphate functions of (8Z,11Z)-eicosadienoyl-CoA; major species at pH 7.3. It is a polyunsaturated fatty acyl-CoA(4-) and an (11Z)-Delta(11)-fatty acyl-CoA(4-). It is a conjugate base of an (8Z,11Z)-icosadienoyl-CoA.